1-(2-(3-iodophenyl)-2-oxoethyl)-5-(methoxycarbonyl)-3-trityl-1H-imidazol-3-ium IC=1C=C(C=CC1)C(CN1C=[N+](C=C1C(=O)OC)C(C1=CC=CC=C1)(C1=CC=CC=C1)C1=CC=CC=C1)=O